BrC1=CC(=C(CN[C@@H]2CC[C@H](CC2)NC(OC(C)(C)C)=O)C=C1)F tert-butyl (trans-4-((4-bromo-2-fluorobenzyl)amino)cyclohexyl)carbamate